2-methyl-2-(5-{[3-(4-{[1-(oxan-4-yl)piperidin-4-yl]amino}-1-(2,2,2-trifluoroethyl)-1H-indol-2-yl)prop-2-yn-1-yl]amino}pyridin-2-yl)propanenitrile CC(C#N)(C)C1=NC=C(C=C1)NCC#CC=1N(C2=CC=CC(=C2C1)NC1CCN(CC1)C1CCOCC1)CC(F)(F)F